C1(CCC1)OC1=CC=C2C(=N1)NC=C2 6-(cyclobutoxy)-1H-pyrrolo[2,3-b]pyridine